ClC1=C(C=CC(=C1)C1=NC(=NC(=N1)C1=CC=CC=C1)C1=CC=CC=C1)C=1C(=CC=CC1)C1=CC=CC=C1 2-[2-chloro-1,1':2',1''-terphenyl-4-yl]-4,6-diphenyl-1,3,5-triazine